ClC1=CC=C(C=C1)C(CC(O)C1=CC=CC=C1)=O 1-(4-chlorophenyl)-3-phenyl-3-hydroxy-1-propanone